C1(CC1)C1=C(C(=NO1)C1=C(C=CC=C1)OC(F)(F)F)COC1C(CN(CC1)C1=CC=C(C=C1)I)(F)F 5-cyclopropyl-4-(((3,3-difluoro-1-(4-iodophenyl)piperidin-4-yl)oxy)methyl)-3-(2-(trifluoromethoxy)phenyl)isoxazole